(3S)-1'-(5-aminopyrazin-2-yl)-5,6-dichloro-1H-spiro[indole-3,3'-pyrrolidin]-2-one NC=1N=CC(=NC1)N1C[C@@]2(CC1)C(NC1=CC(=C(C=C12)Cl)Cl)=O